di-tert-butyl trisulfide C(C)(C)(C)SSSC(C)(C)C